CC1=NC=NN1C1=CC=CC=C1 5-methyl-1-phenyl-1,2,4-triazol